FC=1C2=C(C=NC1)CC(C2)C(=O)O 4-fluoro-6,7-dihydro-5H-cyclopenta[c]pyridine-6-carboxylic acid